1,3-dioxoisoindolin-2-yl cyclohexanecarboxylate C1(CCCCC1)C(=O)ON1C(C2=CC=CC=C2C1=O)=O